CN1S(C2=C(C1=S)C=CC(=C2C)OC=2C=C(C#N)C=C(C2)F)(=O)=O 3-((2,7-dimethyl-1,1-dioxido-3-thioxo-2,3-dihydrobenzo[d]isothiazol-6-yl)oxy)-5-fluorobenzonitrile